C(C)[Mg]CCCC Ethyl-butyl-magnesium